C(C)C=1C=CC(=C(C1)S(=O)(=O)NC1=NOC2=C1C(=CC(=C2)COC2CN(CC2)C(C#C)=O)OC)OC 5-ethyl-2-methoxy-N-(4-methoxy-6-(((1-propioloylpyrrolidin-3-yl)oxy)methyl)benzo[d]isoxazol-3-yl)benzenesulfonamide